ONC(=N)C1=NC=C(C=C1)NC=1OC(=CN1)C1=NC=C(C=C1)C(F)(F)F N-hydroxy-5-((5-(5-(trifluoromethyl)pyridin-2-yl)oxazol-2-yl)amino)pyridinecarboxamidine